C[Si](C#CCCO)(C)C 4-trimethylsilyl-3-butyne-1-ol